6-Amino-3-((1s,4s)-4'-chloro-4-cyano-4-methyl-1',2'-dihydrospiro[cyclohexane-1,3'-pyrrolo[2,3-b]pyridin]-5'-yl)-2-fluoro-N,N-dimethylbenzamide NC1=CC=C(C(=C1C(=O)N(C)C)F)C=1C(=C2C(=NC1)NCC21CCC(CC1)(C)C#N)Cl